3-(4-isopropylcyclohex-1-yl)propanal C(C)(C)C1CCC(CC1)CCC=O